2-chloro-N-[1-(5-cyclopropylpyridin-3-yl)-1H-indazol-4-yl]-5-{[(2,2-dimethylpropionyl)amino]methyl}benzamide hydrochloride Cl.ClC1=C(C(=O)NC2=C3C=NN(C3=CC=C2)C=2C=NC=C(C2)C2CC2)C=C(C=C1)CNC(C(C)(C)C)=O